8-(4-Hydroxyphenyl)-2-(2-phenoxyacetyl)-1,3,4,12a-tetrahydrobenzo[e]pyrazino[1,2-a][1,4]diazepine-6,12(2H,11H)-dione OC1=CC=C(C=C1)C1=CC2=C(NC(C3N(C2=O)CCN(C3)C(COC3=CC=CC=C3)=O)=O)C=C1